C(C)(C)(C)C1CNCCC12CCN(CC2)C=2C=C1CN(C(C1=CC2)=O)C2C(NC(CC2)=O)=O tert-Butyl-9-(2-(2,6-dioxopiperidin-3-yl)-1-oxoisoindolin-5-yl)-3,9-diazaspiro[5.5]-undecane